2-[6-[4-(2,6-Diazaspiro[3.3]heptan-2-yl)phenyl]-4-fluoro-1-oxo-isoindolin-2-yl]-2-(6,7-dihydro-5H-pyrrolo[1,2-c]imidazol-1-yl)-N-thiazol-2-yl-acetamide trifluoroacetate FC(C(=O)O)(F)F.C1N(CC12CNC2)C2=CC=C(C=C2)C2=CC(=C1CN(C(C1=C2)=O)C(C(=O)NC=2SC=CN2)C2=C1N(C=N2)CCC1)F